2-chloro-4-(1,3-dimethyl-1H-pyrazol-4-yl)-5-fluoropyrimidine ClC1=NC=C(C(=N1)C=1C(=NN(C1)C)C)F